(1R,3r)-3-(6-fluoro-5-(((R)-1-(5-fluoro-2-hydroxypyridin-3-yl)ethyl)amino)pyrazolo[1,5-a]pyrimidine-3-carboxamido)-4-methylbenzenesulfonate FC=1C(=NC=2N(C1)N=CC2C(=O)NC=2C=C(C=CC2C)S(=O)(=O)[O-])N[C@H](C)C=2C(=NC=C(C2)F)O